ClC1=C2C=CNC2=CC(=C1)NC(NC(C)C1=CC(=CC=C1)OC(F)(F)F)=O 3-(4-chloro-1H-indol-6-yl)-1-{1-[3-(trifluoromethoxy)phenyl]ethyl}urea